FC1(CCN(CC1)C1=C(C=C(C=N1)C1=NN=C(O1)C(=O)O)F)F 5-(6-(4,4-difluoropiperidin-1-yl)-5-fluoropyridin-3-yl)-1,3,4-oxadiazole-2-carboxylic acid